CC1=NC=NC(=C1C=1C=C(C=CC1OCCN1CCCC1)NC(=O)C=1N(C=CC1)C)C N-[3-(4,6-dimethylpyrimidin-5-yl)-4-(2-(pyrrolidin-1-yl)ethoxy)phenyl]-1-methyl-1H-pyrrole-2-carboxamide